1-(2-bromo-5-(trifluoromethyl)phenyl)propan-1-ol BrC1=C(C=C(C=C1)C(F)(F)F)C(CC)O